2-[4-(N-methyl-4-methylsulfonylanilino)phenoxy]pyrido[3,4-d]pyrimidin-4-ol CN(C1=CC=C(C=C1)S(=O)(=O)C)C1=CC=C(OC=2N=C(C3=C(N2)C=NC=C3)O)C=C1